N1=CN=C(C=C1)NC1=NC=CC(=N1)N1C=2N(CCC1)N=C(C2)C#CC(C)(O)C=2SC=CN2 4-(4-(2-(Pyrimidin-4-ylamino)pyrimidin-4-yl)-4,5,6,7-tetrahydropyrazolo[1,5-a]pyrimidin-2-yl)-2-(thiazol-2-yl)but-3-yn-2-ol